melamine Dinitrate [N+](=O)(O)[O-].[N+](=O)(O)[O-].N1=C(N)N=C(N)N=C1N